FC=1C=C(C=NC1)C(=O)NC1=CC=CC=2N1N=CC2C(=O)N2CCCCC2 5-fluoro-N-[3-(piperidine-1-carbonyl)pyrazolo[1,5-a]pyridin-7-yl]pyridine-3-carboxamide